9-(4-chloro-2-fluoro-phenyl)-7-[(2S,4R)-2-(2-cyclopropyl-4-pyridyl)tetrahydropyran-4-yl]-2,3-dimethyl-pyrimido[1,2-b]pyridazin-4-one ClC1=CC(=C(C=C1)C=1C=2N(N=C(C1)[C@H]1C[C@H](OCC1)C1=CC(=NC=C1)C1CC1)C(C(=C(N2)C)C)=O)F